4-(1-(tert-butoxycarbonyl)-4,4-difluoropiperidin-3-yl)-2-((methoxymethoxy)methyl)pyridine 1-oxide C(C)(C)(C)OC(=O)N1CC(C(CC1)(F)F)C1=CC(=[N+](C=C1)[O-])COCOC